C(C)(=O)OCNC(C=C)=O N-acetoxymethyl-acrylamide